Cl.N1=CC(=CC=C1)C1=NC(=CC(=N1)NC1=NC=CC(=C1)OC(F)(F)F)N1CC2(CNC2)CC1 2-(pyridin-3-yl)-6-(2,6-diazaspiro[3.4]oct-6-yl)-N-(4-(trifluoromethoxy)pyridin-2-yl)pyrimidin-4-amine hydrochloride